2,2,3,4,4,4-hexafluorobutyl acrylate (2,2,3,4,4,4-hexafluoro-butyl acrylate) FC(CC(C(=O)O)=C)(C(C(F)(F)F)F)F.C(C=C)(=O)OCC(C(C(F)(F)F)F)(F)F